(2R,3S,5R)-5-(6-amino-2-fluoro-9H-purin-9-yl)-2-ethynyl-2-(hydroxymethyl)tetrahydrofuran-3-yl (1s,4S)-4-pentylcyclohexane-1-carboxylate C(CCCC)C1CCC(CC1)C(=O)O[C@@H]1[C@](O[C@H](C1)N1C2=NC(=NC(=C2N=C1)N)F)(CO)C#C